C1(=CC=CC=C1)N1C2=C(C3=CC=CC=C13)C=1C=CC=CC1N2 5-phenyl-5,6-dihydro-indolo[2,3-b]Indole